C(C)O[Si](C(CCN=C=O)C)(OCC)OCC 3-(triethoxysilyl)butyl isocyanate